OP(=O)(N1C=NC=C1)OCCNC(OCC1C2=CC=CC=C2C=2C=CC=CC12)=O (9H-fluoren-9-yl)methyl (2-((hydroxy(1H-imidazol-1-yl)phosphoryl)oxy)ethyl)carbamate